tert-butyl (S)-7-(4-((2-fluoro-3-methoxypropyl) amino) butyl)-3,4-dihydro-1,8-naphthyridine-1(2H)-carboxylate F[C@@H](CNCCCCC1=CC=C2CCCN(C2=N1)C(=O)OC(C)(C)C)COC